2-(5-(1,3-dioxolan-2-yl)-2-methyl-6-(methylthio)pyrimidin-4-yl)acetic acid, sodium salt [Na+].O1C(OCC1)C=1C(=NC(=NC1SC)C)CC(=O)[O-]